F[C@@H]1[C@@H]([C@@H](N(C1)C(=O)C1OCC1)CC=1C(=C(C=CC1)C1=CC(=CC=C1)C)F)NS(=O)(=O)CC N-[(2S,3R,4S)-4-fluoro-2-[(2-fluoro-3'-methyl[1,1'-biphenyl]-3-yl)methyl]-1-(oxetane-2-carbonyl)pyrrolidin-3-yl]ethanesulfonamide